(3R)-3-(4-chlorophenyl)-2-[(5-chloropyrimidin-2-yl)methyl]-4-fluoro-6-[1-hydroxy-1-(1-methylpiperidin-4-yl)propyl]-3-[(3S)-oxolan-3-yloxy]-2,3-dihydro-1H-isoindol-1-one ClC1=CC=C(C=C1)[C@@]1(N(C(C2=CC(=CC(=C12)F)C(CC)(C1CCN(CC1)C)O)=O)CC1=NC=C(C=N1)Cl)O[C@@H]1COCC1